C1(=CC(=CC=C1)N(C1=CC(N(C=2C=CC(=NC12)C#N)C)=O)CC1CC1)C1=CC=CC=C1 8-([1,1'-biphenyl]-3-yl-(cyclopropylmethyl)amino)-5-methyl-6-oxo-5,6-dihydro-1,5-naphthyridine-2-carbonitrile